N-(3-amino-2-fluorobenzyl)-N-methylaniline NC=1C(=C(CN(C2=CC=CC=C2)C)C=CC1)F